(4-bromophenyl)(2-oxa-6-azaspiro[3.3]hept-6-yl)methanone BrC1=CC=C(C=C1)C(=O)N1CC2(COC2)C1